ethyl (2E)-3-[1-(2-{[3-(benzyloxy)propyl](methyl)amino}ethyl)-4-methyl-1H-benzotriazol-5-yl]prop-2-enoate C(C1=CC=CC=C1)OCCCN(CCN1N=NC2=C1C=CC(=C2C)/C=C/C(=O)OCC)C